methylsulfonylamide CS(=O)(=O)[NH-]